CC=1NC(C2=C(N1)SC=C2C2=CC=CC=C2)=O 2-methyl-5-phenylthieno[2,3-d]pyrimidin-4(3H)-one